C(C1=CC=CC=C1)OCC12C(C(C1)C2)SC2=CC=CC=C2 (1-((benzyloxy)methyl)bicyclo[1.1.1]pentan-2-yl)(phenyl)sulfane